tert-Butyl 6-(4-(3-amino-6-(2-hydroxyphenyl)pyridazin-4-yl)piperazin-1-yl)picolinate NC=1N=NC(=CC1N1CCN(CC1)C1=CC=CC(=N1)C(=O)OC(C)(C)C)C1=C(C=CC=C1)O